4-[[2-Fluoro-6-[2-(trideuteriomethoxy)-4-(trifluoromethoxy)phenoxy]-3-(trifluoromethyl)benzoyl]amino]-1-oxido-pyridin-1-ium-2-carboxamide FC1=C(C(=O)NC2=CC(=[N+](C=C2)[O-])C(=O)N)C(=CC=C1C(F)(F)F)OC1=C(C=C(C=C1)OC(F)(F)F)OC([2H])([2H])[2H]